C(#N)C1=CC=2C(=CN=C(C2)NC2CCC(CC2)C(=O)NC)O1 (1s,4s)-4-({2-cyanofuro[2,3-c]pyridin-5-yl}amino)-N-methylcyclohexane-1-carboxamide